CN1N=C(C(=C1)C=1C=NC=2CCN(CC2C1)C1=C(C(=C(N=N1)C#N)C)C)C 6-(3-(1,3-dimethyl-1H-pyrazol-4-yl)-7,8-dihydro-1,6-naphthyridin-6(5H)-yl)-4,5-dimethylpyridazine-3-carbonitrile